NC(/C=C/C(=O)NNC(CCC1=C(C(=O)NC(C)C2=CC(=CC(=C2)C=2SC=CC2)C=2C=NN(C2)C)C=CC=C1)=O)=O (E)-2-(3-(2-(4-amino-4-oxobut-2-enoyl)hydrazineyl)-3-oxopropyl)-N-(1-(3-(1-methyl-1H-pyrazol-4-yl)-5-(thiophen-2-yl)phenyl)ethyl)benzamide